ethylphosphate-ethylene C=C.C(C)OP(=O)(O)O